NC1=C(C(=O)NC23CCC(CC2)(CC3)O)C=C(C=N1)C=1C=C3CCC2(CCN(CC2)C2CCOCC2)C3=CC1 2-amino-N-(4-hydroxy-bicyclo[2.2.2]oct-1-yl)-5-(1'-(tetrahydro-2H-pyran-4-yl)-2,3-dihydrospiro[inden-1,4'-piperidin]-5-yl)nicotinamide